BrC=1C=C(C2=C(CNS(O2)(=O)=O)C1)OC 6-bromo-8-methoxy-3,4-dihydro-2H-1,2λ6,3-benzoxathiazine-2,2-dione